OC=1C=CC=2N(C1)C=CN2 6-hydroxy-imidazo[1,2-a]pyridine